CC1=C(OC2=CC(=NC=C2)NN)C=CC(=C1)[N+](=O)[O-] 4-(2-methyl-4-nitrophenoxy)-2-hydrazinopyridine